[As](I)(I)I arsenic(III) iodide